[C@@H]12N(C[C@@H](NC1)C2)C2=CC=1N(C=C2)C(=CN1)N1C(NC(CC1)=O)=O 1-[7-[(1S,4S)-2,5-diazabicyclo[2.2.1]hept-2-yl]imidazo[1,2-a]pyridin-3-yl]hexahydropyrimidine-2,4-dione